CN1C=C2CCC3=C(C2=C1)N1C(S3)=NC(=C1)C1=CC=C(C=C1)[N+](=O)[O-] 2-methyl-8-(4-nitrophenyl)-4,5-dihydro-2H-imidazo[2',1':2,3][1,3]thiazolo[4,5-e]isoindole